(1S,2R,5R)-8-((benzyloxy)carbonyl)-3-(2,2-diphenylacetyl)-3,8-diazabicyclo[3.2.1]octane-2-carboxylic acid C(C1=CC=CC=C1)OC(=O)N1[C@@H]2[C@@H](N(C[C@H]1CC2)C(C(C2=CC=CC=C2)C2=CC=CC=C2)=O)C(=O)O